FC1=CC=C(C=C1)C=1N=CN(C1C=1C=CC=2N(N1)C(=CN2)C(=O)N)[C@H](CO)CC (S)-6-(4-(4-fluorophenyl)-1-(1-hydroxybutan-2-yl)-1H-imidazol-5-yl)imidazo[1,2-b]pyridazine-3-carboxamide